[Si](C)(C)(C(C)(C)C)O[C@@H](CC(=O)OC)C(C(C1=CC=C(C=C1)F)[S@@](=O)C(C)(C)C)N[S@@](=O)C(C)(C)C Methyl (3S)-3-((tert-butyldimethylsilyl)oxy)-5-((R)-tert-butylsulfinyl)-4-(((S)-tert-butylsulfinyl)amino)-5-(4-fluorophenyl)pentanoate